3-((tert-Butoxycarbonyl)amino)-1-(5-(5-((R)-1-(3,5-dichloropyridin-4-yl)ethoxy)-1-(tetrahydro-2H-pyran-2-yl)-1H-indazol-3-yl)-3-fluoropyridin-2-yl)azetidine-3-carboxylic acid C(C)(C)(C)OC(=O)NC1(CN(C1)C1=NC=C(C=C1F)C1=NN(C2=CC=C(C=C12)O[C@H](C)C1=C(C=NC=C1Cl)Cl)C1OCCCC1)C(=O)O